Hexacosa-12,15-dienoic acid C(CCCCCCCCCCC=CCC=CCCCCCCCCCC)(=O)O